C1(CC1)CC1=C2C(=NC(=C1)F)C(=C(N2)C2=CC(=NC=C2)NC([C@@H](CC(F)F)C2=CC=C(C=C2)F)=O)C2=NC=CC=C2 (2S)-N-{4-[7-(cyclopropylmethyl)-5-fluoro-3-(pyridin-2-yl)-1H-pyrrolo[3,2-b]pyridin-2-yl]pyridin-2-yl}-4,4-difluoro-2-(4-fluorophenyl)butanamide